2-Hydroxy-3-heptylsulfanyl-1,4-naphthoquinone OC=1C(C2=CC=CC=C2C(C1SCCCCCCC)=O)=O